(R)-(tetrahydro-2H-pyran) O1CCCCC1